isopropyl-2-methyl-1,4,7-trioxo-9,12-dioxa-3,6-diazatetradecan C(C)(C)C(C(NC(CNC(COCCOCC)=O)=O)C)=O